5H,6H,7H-cyclopenta[b]pyridin-7-amine hydrochloride Cl.N1=C2C(=CC=C1)CCC2N